Racemic-trans-2,5-bis(4-bromophenyl)-1-(4-tert-butylphenyl)pyrrolidine BrC1=CC=C(C=C1)[C@@H]1N([C@H](CC1)C1=CC=C(C=C1)Br)C1=CC=C(C=C1)C(C)(C)C |r|